5-ethynyl-4-[2-(1-isopropylpyrazol-4-yl)-6-methyl-7-oxo-1H-pyrrolo[2,3-c]pyridin-4-yl]-1-methylpyridin-2-one C(#C)C=1C(=CC(N(C1)C)=O)C=1C2=C(C(N(C1)C)=O)NC(=C2)C=2C=NN(C2)C(C)C